3-iodo-1-(2-methacrylamidoethyl)-pyridinium chloride [Cl-].IC=1C=[N+](C=CC1)CCNC(C(=C)C)=O